C1CNCCC12CCC(CC2)N2C(=NC1=C3CC[C@@H](NC3=CC=C12)C)CC1=CC=CC=C1 (7S)-3-{3-Azaspiro[5.5]undecan-9-yl}-2-benzyl-7-methyl-3H,6H,7H,8H,9H-imidazo[4,5-f]chinolin